C1(CCCCC1)N1N=CC=2C=NC(=CC21)NC2=CC(=NC(=N2)N2CCCC2)N2CCN(CC2)C(=O)NCCCOC 4-{6-[(1-cyclohexyl-1H-pyrazolo[4,3-c]pyridin-6-yl)amino]-2-(pyrrolidin-1-yl)pyrimidin-4-yl}-N-(3-methoxypropyl)piperazine-1-carboxamide